cyclopropyl-5-(2-methylpyridin-4-yl)-1H-benzimidazol-6-amine C1(CC1)N1C=NC2=C1C=C(C(=C2)C2=CC(=NC=C2)C)N